4-hexyldecyl 6-[4-(dimethylamino) butanoyl-[6-(4-hexyldecoxy)-6-oxo-hexyl]amino]hexanoate CN(CCCC(=O)N(CCCCCC(=O)OCCCC(CCCCCC)CCCCCC)CCCCCC(=O)OCCCC(CCCCCC)CCCCCC)C